Diisopropyl bis(ethyl acetoacetate) C(C)CC(CC(=O)OC(C)C)=O.C(C)CC(CC(=O)OC(C)C)=O